2-(((1R)-1-(2-cyano-3-(3-hydroxy-3-isopropylpyrrolidin-1-yl)-7-methyl-quinoxalin-5-yl)ethyl)amino)benzoic acid C(#N)C1=NC2=CC(=CC(=C2N=C1N1CC(CC1)(C(C)C)O)[C@@H](C)NC1=C(C(=O)O)C=CC=C1)C